palmityl-3-(3,5-di-tert-butyl-4-hydroxyphenyl)propanoic acid amide C(CCCCCCCCCCCCCCC)C(C(=O)N)CC1=CC(=C(C(=C1)C(C)(C)C)O)C(C)(C)C